(S)-N-(5-(5-(2-((tert-butyldiphenylsilyl)oxy)-3,3-difluoropropyl)-1,2,4-oxadiazol-3-yl)-2-methylphenyl)-7-(thiazol-4-yl)imidazo[1,2-a]pyridine-3-carboxamide [Si](C1=CC=CC=C1)(C1=CC=CC=C1)(C(C)(C)C)O[C@@H](CC1=NC(=NO1)C=1C=CC(=C(C1)NC(=O)C1=CN=C2N1C=CC(=C2)C=2N=CSC2)C)C(F)F